N-(2,2-difluoro-1,3-benzodioxol-5-yl)-6-(methylsulfonyl)-1H-indole-3-sulfonamide FC1(OC2=C(O1)C=CC(=C2)NS(=O)(=O)C2=CNC1=CC(=CC=C21)S(=O)(=O)C)F